N-((3-bromo-6-(tetrahydro-2H-pyran-4-yl)pyridin-2-yl)methyl)-2,2,2-trifluoroethan-1-amine BrC=1C(=NC(=CC1)C1CCOCC1)CNCC(F)(F)F